acetoxypropene C(C)(=O)OC=CC